FC1=CC=C(C=C1)C(C)N1N=C(N=C1)C(=O)N 1-(1-(4-fluorophenyl)ethyl)-1H-1,2,4-triazole-3-carboxamide